C=1N=CN2C1C1=CC=CC=C1[C@H]2[C@@H]2[C@@H](C=1N(CC2)C=NN1)O (7R,8S)-7-((R)-5H-imidazo[5,1-a]isoindol-5-yl)-5,6,7,8-tetrahydro-[1,2,4]triazolo[4,3-a]pyridin-8-ol